N=1C=NC2=CN=C(CC21)C(=O)O Imidazo[4,5-c]Pyridine-6-carboxylic acid